ClC1=NC=C(C(=O)NOCC)C(=C1)NC1=C(C=C(C=C1)C1CC1)OC1COC1 6-Chloro-4-((4-cyclopropyl-2-(oxetan-3-yloxy)phenyl)amino)-N-ethoxynicotinamide